(1R,2S)-2-methylcyclohexanamine hydrochloride Cl.C[C@@H]1[C@@H](CCCC1)N